3-(3-(4-(4-sulfonylmethylbenzyl)piperazin-1-yl)propyl)-1(3H)-isobenzofuranone S(=O)(=O)=CC1=CC=C(CN2CCN(CC2)CCCC2OC(C3=CC=CC=C23)=O)C=C1